1-(3-butylcyclopenta-2,4-dien-1-yl)-2-(1H-inden-1-yl)-1,1,2,2-tetramethyldisilane C(CCC)C1=CC(C=C1)[Si]([Si](C)(C)C1C=CC2=CC=CC=C12)(C)C